FC1CN(CC(C1NC(=O)C1=CC(=CC=2N(C=NC21)CC(F)(F)F)C#CCNC=2C(OC)=CC(=C(C2)C(NC)=O)F)C)C N-(3-fluoro-1-methyl-5-methyl-4-piperidyl)-6-{3-[4-(N-methylcarbamoyl)-5-fluoro-2-anisidino]-1-propynyl}-1-(2,2,2-trifluoroethyl)-1H-benzo[d]imidazole-4-carboxamide